isopropyl (Z)-5-(4-chlorophenyl)-2-(4-(cyanomethoxy)benzylidene)-7-methyl-3-oxo-2,3-dihydro-5H-thiazolo[3,2-a]pyrimidine-6-carboxylate ClC1=CC=C(C=C1)C1C(=C(N=C2N1C(/C(/S2)=C/C2=CC=C(C=C2)OCC#N)=O)C)C(=O)OC(C)C